3,3'-dihydroxy-5-methoxyl-bibenzyl OC=1C=C(C=C(C1)OC)CCC1=CC(=CC=C1)O